benzyl 4-((R)-1-(((S)-tert-butylsulfinyl)amino)-2,2,2-trifluoroethyl)piperidine-1-carboxylate C(C)(C)(C)[S@](=O)N[C@@H](C(F)(F)F)C1CCN(CC1)C(=O)OCC1=CC=CC=C1